ClC1=C(C=CC=C1F)N1C=2N(C3=C(C1=O)C=NC(=N3)NC3=CC=C(C=C3)N3CCN(CC3)C)CCN2 6-(2-Chloro-3-fluorophenyl)-2-((4-(4-methylpiperazin-1-yl)phenyl)amino)-8,9-dihydroimidazo[1,2-a]pyrimido[5,4-e]pyrimidin-5(6H)-one